3-(5-(aminomethyl)-6-(methylamino)-1-oxoisoindolin-2-yl)piperidine-2,6-dione NCC=1C=C2CN(C(C2=CC1NC)=O)C1C(NC(CC1)=O)=O